FC1=C(C=C(C=C1C)C1=C(C=C(C=C1C)F)C)[C@H](CC(=O)O)NC([C@H](CC(C)C)N1N=C(C=C(C1=O)C)CCN1CC(CC1)(F)F)=O (S)-3-(4,4'-difluoro-2',5,6'-trimethyl-[1,1'-biphenyl]-3-yl)-3-((S)-2-(3-(2-(3,3-difluoropyrrolidin-1-yl)ethyl)-5-methyl-6-oxopyridazin-1(6H)-yl)-4-methylvalerylamino)propionic acid